CC1CN(CC1)C1=NC=2N(C(=C1)C1=CC=C(C#N)C=C1)N=CN2 4-[5-(3-methylpyrrolidin-1-yl)-[1,2,4]triazolo[1,5-a]pyrimidin-7-yl]benzonitrile